CC12CC(NC2C(O1)=O)=O 5-methyl-6-oxa-2-azabicyclo[3.2.0]Heptane-3,7-dione